trans-benzyl (2-(4-fluorophenyl)-5-oxopyrrolidin-3-yl)carbamate FC1=CC=C(C=C1)[C@@H]1NC(C[C@H]1NC(OCC1=CC=CC=C1)=O)=O